(2S)-2-(tert-butoxycarbonylamino)-3-(4-fluorophenyl)propanoic acid C(C)(C)(C)OC(=O)N[C@H](C(=O)O)CC1=CC=C(C=C1)F